C(C)OC(CC(C(F)(F)F)=O)=O Ethyl-4,4,4-trifluoro-3-oxobutanoat